NC(CNC(OC(C)(C)C)=O)CF tert-butyl (2-amino-3-fluoropropyl)carbamate